(R)-1-[3-nitro-5-(trifluoromethyl)phenyl]ethan-1-amine hydrochloride Cl.[N+](=O)([O-])C=1C=C(C=C(C1)C(F)(F)F)[C@@H](C)N